N1(CCOCC1)C1=CC=CC=2N1N=CC2N 7-morpholin-4-ylpyrazolo[1,5-a]pyrid-3-ylamine